C(C1=CC=CC=C1)O[C@@H]1[C@H](N(C[C@@H]([C@H]1OCC1=CC=CC=C1)OCC1=CC=CC=C1)CCCC1CCCCC1)CBr (2S,3R,4R,5S)-3,4,5-tris(benzyloxy)-2-(bromomethyl)-1-(3-cyclohexylpropyl)piperidine